ethyl 2-(4-(aminomethyl)-2-((7-bromo-3-(trifluoromethyl)benzofuran-5-yl)methoxy)phenyl)acetate NCC1=CC(=C(C=C1)CC(=O)OCC)OCC=1C=C(C2=C(C(=CO2)C(F)(F)F)C1)Br